((2R,6S)-2,6-dimethyl-4-(5-(trifluoromethyl)pyrazin-2-yl)piperazin-1-yl)(1H-pyrrol-3-yl)methanone C[C@H]1N([C@H](CN(C1)C1=NC=C(N=C1)C(F)(F)F)C)C(=O)C1=CNC=C1